FC1=C(C=CC=C1)CS(=O)(=O)NC1=C(N=CS1)C(=O)O 5-{[(2-fluorophenyl)methyl]sulfonylamino}-1,3-thiazole-4-carboxylic acid